NC=1C(=C(C=C2C=C(N=CC12)NC(OC1CC(C1)C(F)F)=O)C1=C(C2=C(OCCN2)N=C1)C)F (1r,3r)-3-(difluoromethyl)cyclobutyl (8-amino-7-fluoro-6-(8-methyl-2,3-dihydro-1H-pyrido[2,3-b][1,4]oxazin-7-yl)isoquinolin-3-yl)carbamate